OC1(CCN(CC12CCCC2)C(=O)N2C(CN(CC2)C(=O)OC(C)(C)C)C(C)C)CN2C=NC(=CC2=O)C2=CC=CC=C2 tert-Butyl 4-(10-hydroxy-10-((6-oxo-4-phenylpyrimidin-1(6H)-yl)methyl)-7-azaspiro[4.5]decane-7-carbonyl)-3-isopropylpiperazine-1-carboxylate